C(CCC\C=C/CCCCC)(=O)OC(CCC\C=C/CCCCC)C(CCC\C=C/CCCCC)OC(CCCCCN(C)C)=O [(6Z,16Z)-12-[6-(dimethylamino)hexanoyloxy]docosa-6,16-dien-11-yl] (Z)-undec-5-enoate